1-(±)-Allyl 2-[4-[3-[tert-butylsulfinyl(2-trimethylsilylethoxymethyl)amino]oxetan-3-yl]phenyl]-3-cyclopropyl-propanoate C(C)(C)(C)S(=O)N(C1(COC1)C1=CC=C(C=C1)C(C(=O)OCC=C)CC1CC1)COCC[Si](C)(C)C